C(C1=CC=CC=C1)[C@H]1N(C(OC1)=O)C([C@@H](CC1=COC2=C1C=C(C=C2)Br)[C@@H]2CN(CC2)C(=O)OC(C)(C)C)=O tert-butyl (R)-3-((S)-1-((R)-4-benzyl-2-oxooxazolidin-3-yl)-3-(5-bromobenzofuran-3-yl)-1-oxopropan-2-yl)pyrrolidine-1-carboxylate